5-[[(2S)-2-[[(2S)-2-(9H-fluoren-9-ylmethoxycarbonylamino)-3-methyl-butanoyl]amino]propanoyl]amino]-2-(hydroxymethyl)benzenesulfonic acid C1=CC=CC=2C3=CC=CC=C3C(C12)COC(=O)N[C@H](C(=O)N[C@H](C(=O)NC=1C=CC(=C(C1)S(=O)(=O)O)CO)C)C(C)C